hexahydropyrano[3,2-d][1,3]dioxin-6-carboxylic acid methyl ester COC(=O)C1CCC2OCOCC2O1